(2-chloro-6-hydroxyphenyl) borate B(OC1=C(C=CC=C1O)Cl)([O-])[O-]